Natrium (S)-3-(2',4'-Difluoro-6-methoxybiphenyl-3-yl)-3-(3-(1-methyl-4-oxido-2-oxo-1,2-dihydropyridin-3-yl)ureido)propanoat FC1=C(C=CC(=C1)F)C1=CC(=CC=C1OC)[C@H](CC(=O)[O-])NC(=O)NC=1C(N(C=CC1[O-])C)=O.[Na+].[Na+]